N-((R)-1-(3-Amino-5-(trifluoromethyl)phenyl)ethyl)-7-methoxy-2-methyl-6-(((S)-Tetrahydrofuran-3-yl)oxy)pteridine-4-amine NC=1C=C(C=C(C1)C(F)(F)F)[C@@H](C)NC1=NC(=NC2=NC(=C(N=C12)O[C@@H]1COCC1)OC)C